C(O)C1C(C)O1 methylol propylene oxide